C(C)(=O)OCCCCCC\C=C\CC\C=C/CCCC E,Z-7,11-hexadecadienyl acetate